2,3,4-trifluorochlorobenzene C1=CC(=C(C(=C1F)F)F)Cl